FC(CN1N=CC=2C1=NC(=CN2)N2CCC1(CN(C1)C1=NC=CC(=C1)C(F)(F)F)CC2)F 7-[1-(2,2-difluoroethyl)-1H-pyrazolo[3,4-b]pyrazin-6-yl]-2-[4-(trifluoromethyl)pyridin-2-yl]-2,7-diazaspiro[3.5]nonane